NC=1C(=NC=C(C1)S(=O)(=O)C1=C(C=C(C=C1)OC(F)(F)F)F)C(=O)NC[C@H]1COCC1 3-amino-5-{[2-fluoro-4-(trifluoromethoxy)phenyl]sulfonyl}-N-[(3S)-tetrahydrofuran-3-ylmethyl]pyridine-2-carboxamide